Copper Gluconat O=C([C@H](O)[C@@H](O)[C@H](O)[C@H](O)CO)[O-].[Cu+2].O=C([C@H](O)[C@@H](O)[C@H](O)[C@H](O)CO)[O-]